C(#N)C=1C=C(C(=NC1)[C@H](C)NC([C@@H](CC(C)C)N1C(NC2=CC=CC=C2C1=O)=O)=O)F (R)-N-((S)-1-(5-cyano-3-fluoropyridin-2-yl)ethyl)-2-(2,4-dioxo-1,4-dihydroquinazolin-3(2H)-yl)-4-methylpentanamide